COCC1CN(C1)C(=O)O[C@@H]1CC[C@H](CC1)C(N(C[C@@H]1CC[C@H](CC1)C1=NC(=C(C=C1)OC)C)C1=NC=CC(=C1)C=1N=C(OC1)C1CC1)=O trans-4-((4-(2-Cyclopropyloxazol-4-yl)-pyridine-2-yl)((trans-4-(5-methoxy-6-methylpyridin-2-yl)-cyclohexyl)methyl)-carbamoyl)cyclohexyl 3-(methoxymethyl)-azetidine-1-carboxylate